2-methoxy-4-morpholinyl-N-((5-(thiazol-5-yl)-1,3,4-oxadiazol-2-yl)methyl)benzamide COC1=C(C(=O)NCC=2OC(=NN2)C2=CN=CS2)C=CC(=C1)N1CCOCC1